1-chloro-2,3-epithiopropane ClCC1CS1